C(CCC)[N+]1=C(NC=C1)CC butyl-ethylimidazolium